2-hydroxy-4-methoxycinnamic acid OC1=C(C=CC(=O)O)C=CC(=C1)OC